N-(1-(2-(Dimethylamino)quinolin-5-yl)cyclopropyl)-2-methyl-5-((1-methylazetidin-2-yl)methoxy)benzamide CN(C1=NC2=CC=CC(=C2C=C1)C1(CC1)NC(C1=C(C=CC(=C1)OCC1N(CC1)C)C)=O)C